C(#N)C1=CC=C(C=C1)C(C=1C=CC(=C(C1)NC(=O)C1=CC(=NN1)C(F)(F)F)F)N(C)C1CC1 N-(5-((4-cyanophenyl)(cyclopropyl-methylamino)methyl)-2-fluorophenyl)-3-(trifluoromethyl)-1H-pyrazole-5-carboxamide